C(C1=CC=CC=C1)=CCCC(=O)OOC(CCC=CC1=CC=CC=C1)=O 4-benzylidenebutyryl peroxide